COC=1C(=CC=2N=CN=C(C2N1)OC1=C(C=C(C=C1)NC(=O)C1(CC1)C(=O)NC1=CC=C(C=C1)F)F)OC 1-N'-[4-(6,7-dimethoxypyrido[3,2-d]pyrimidin-4-yl)oxy-3-fluorophenyl]-1-N-(4-fluorophenyl)cyclopropane-1,1-dicarboxamide